O=C1N(CC2=CC(=CC=C12)N1C(N(CC1)C1=CC=C(C=C1)C1NCCC1)=O)C1C(NC(CC1)=O)=O 3-(1-oxo-5-(2-oxo-3-(4-(pyrrolidin-2-yl)phenyl)imidazolidin-1-yl)isoindolin-2-yl)piperidine-2,6-dione